N-[6-(7,8-Dihydro-5H-[1,6]naphthyridin-6-yl)-4-methyl-2-pyrrolidin-1-yl-pyridin-3-yl]-3,3-dimethyl-butyramide N1=CC=CC=2CN(CCC12)C1=CC(=C(C(=N1)N1CCCC1)NC(CC(C)(C)C)=O)C